CC=1C(=CC(=CC1)S)S toluene-2,4-dithiol